C12COCC2C1C#CC1=C(C=C2C(=NC=NC2=C1)NC1=C(C(=C(C=C1)Cl)Cl)F)[N+](=O)[O-] 7-(3-oxabicyclo[3.1.0]hexane-6-ylethynyl)-N-(3,4-dichloro-2-fluorophenyl)-6-nitroquinazolin-4-amine